7-(2-(1H-1,2,4-Triazol-1-yl)ethoxy)-1-(cyclopropylmethyl)-1H-indol N1(N=CN=C1)CCOC=1C=CC=C2C=CN(C12)CC1CC1